tert-butyl (S)-((4-ethyl-8-fluoro-4-hydroxy-11-methyl-3,6,14-tricarbonyl-3,4,6,11,12,14-hexahydro-1H-pyrano[3',4':6,7]indolizino[2,1-b]quinolin-10-yl)methyl)(methyl)carbamate C(C)[C@]1(C(OCC=2C(N3CC=4N(C5=C(C=C(C=C5C(C4C3=CC21)=C=O)F)CN(C(OC(C)(C)C)=O)C)C)=C=O)=C=O)O